anilinium hydrogen chloride salt Cl.[NH3+]C1=CC=CC=C1